methyl 2-bromo-5-[[4-carbamoyl-1-(trans-4-cyanotetrahydro-2H-pyran-3-yl) pyrazol-3-yl]amino]-3-chloro-benzoate BrC1=C(C(=O)OC)C=C(C=C1Cl)NC1=NN(C=C1C(N)=O)[C@@H]1COCC[C@H]1C#N